BrC1=CC=C(C=C1)C[C@H](C(=O)OC(C)(C)C)[C@@H]1CN(CC1)C(=O)OC(C)(C)C Tert-butyl (R)-3-((S)-3-(4-bromophenyl)-1-(tert-butoxy)-1-oxopropan-2-yl)pyrrolidine-1-carboxylate